dihydro-2H-pyrrolo[3,2-b]pyridin-2-one C1C2C(C=CC=N2)NC1=O